aluminum (III) biscitrate monocatecholate C=1([O-])C([O-])=CC=CC1.C(CC(O)(C(=O)O)CC(=O)O)(=O)[O-].C(CC(O)(C(=O)O)CC(=O)O)(=O)O.[Al+3]